2-(4-(benzo[d]thiazol-2-ylmethyl)piperazin-1-yl)-5-cyclopropyl-4-isopropoxybenzonitrile S1C(=NC2=C1C=CC=C2)CN2CCN(CC2)C2=C(C#N)C=C(C(=C2)OC(C)C)C2CC2